ClC1=C(CN2N=C(N=C2)C(=O)N[C@H]2C=3N(C4=C(CC2)C=CC=C4)C=CN3)C(=CC=C1)Cl |r| (±)-1-(2,6-dichlorobenzyl)-N-(5,6-dihydro-4H-benzo[f]imidazo[1,2-a]azepin-4-yl)-1H-1,2,4-triazole-3-carboxamide